N1-((1-(3-bromo-1H-pyrazolo[3,4-d]pyrimidin-4-yl)piperidin-4-yl)(4-chlorophenyl)methyl)-N2,N2-dimethylethane-1,2-diamine BrC1=NNC2=NC=NC(=C21)N2CCC(CC2)C(NCCN(C)C)C2=CC=C(C=C2)Cl